O1N=CCC=CC1 4,7-dihydro-1,2-oxaazepin